4,4,5,5-tetramethyl-2-(1-methylpyrazol-5-yl)-1,3,2-dioxaborolane CC1(OB(OC1(C)C)C1=CC=NN1C)C